2-hydroxyethyl benzoate C(C1=CC=CC=C1)(=O)OCCO